tert-butyl 2-[(4-acetyl-3,4-dihydro-2H-1,4-benzoxazin-6-yl)sulfonyl]-2H,4H,5H,6H-pyrrolo[3,4-c]pyrazole-5-carboxylate C(C)(=O)N1CCOC2=C1C=C(C=C2)S(=O)(=O)N2N=C1C(=C2)CN(C1)C(=O)OC(C)(C)C